C(C)(C)(C)OC(=O)NCCCCN(CCCCCC(=O)OCCCC(CCCCCC)CCCCCC)CCCCCC(=O)OCCCC(CCCCCC)CCCCCC 4-hexyldecyl 6-[4-(tert-butoxycarbonylamino)butyl-[6-(4-hexyldecoxy)-6-oxo-hexyl]amino]hexanoate